C1NCC2C1CC(C2)N octahydrocyclopenta[c]pyrrol-5-amine